N1=C(C=CC=C1C(=O)[O-])C(=O)[O-].[Na+].[Na+] disodium 2,6-pyridinedicarboxylate